methyl 7-(5-chloro-2-(2-(5-cyano-2-methyl-4-oxo-7-(trifluoromethyl)quinazolin-3(4H)-yl)ethoxy)phenyl)thieno[3,2-b]pyridine-3-carboxylate ClC=1C=CC(=C(C1)C1=C2C(=NC=C1)C(=CS2)C(=O)OC)OCCN2C(=NC1=CC(=CC(=C1C2=O)C#N)C(F)(F)F)C